4-[hydroxy(methyl)phosphono]-L-leucine OOP(=O)(OC)C(C[C@H](N)C(=O)O)(C)C